4,4'-methylenebis[2-aminophenol] C(C1=CC(=C(C=C1)O)N)C1=CC(=C(C=C1)O)N